bromo-3,5'-dichloro-2'-methoxy-[1,1'-biphenyl] BrC1=C(C=CC=C1Cl)C1=C(C=CC(=C1)Cl)OC